N-((3R,4S)-3-hydroxytetrahydro-2H-pyran-4-yl)-4-(4-(2-methyloxazol-4-yl)benzyl)-6-(1H-pyrazol-1-yl)picolinamide O[C@H]1COCC[C@@H]1NC(C1=NC(=CC(=C1)CC1=CC=C(C=C1)C=1N=C(OC1)C)N1N=CC=C1)=O